CN(CCN(C1=CC(=C(C=C1[N+](=O)[O-])NC1=NC=C(C(=N1)N1CC(C2=NC(=CC=C21)C)(C([2H])([2H])[2H])C([2H])([2H])[2H])C(=O)OC(C)C)OC)C)C isopropyl 2-((4-((2-(dimethylamino)ethyl)(methyl)amino)-2-methoxy-5-nitrophenyl)amino)-4-(5-methyl-3,3-bis(methyl-d3)-2,3-dihydro-1H-pyrrolo[3,2-b]pyridin-1-yl)pyrimidine-5-carboxylate